ClC=1SC(=CN1)C1=NC2=CC=C(C=C2C(=C1)OCC)C1OCC1C(=O)N (2-(2-chlorothiazol-5-yl)-4-ethoxyquinolin-6-yl)oxetan-3-carboxamide